N[C@@H](CC1(CC1)O)CC1=C(C2=NC(=CC(=C2O1)NCC=1SC=CC1)Cl)C#C 1-[(2S)-2-amino-3-{5-chloro-3-ethynyl-7-[(thiophen-2-ylmethyl)amino]furo[3,2-b]pyridin-2-yl}propyl]cyclopropan-1-ol